1-[6-[4-(4-chloro-2-fluoro-anilino)pyrido[3,2-d]pyrimidin-6-yl]-1,6-diazaspiro[3.3]heptan-1-yl]prop-2-en-1-one ClC1=CC(=C(NC=2C3=C(N=CN2)C=CC(=N3)N3CC2(CCN2C(C=C)=O)C3)C=C1)F